4-hexyldeca-2,3-dien-1-yl isopropyl carbonate C(OCC=C=C(CCCCCC)CCCCCC)(OC(C)C)=O